(1-methyl-1H-imidazo[4,5-b]pyridin-5-yl)-1,1-diphenylmethanimine CN1C=NC2=NC(=CC=C21)N=C(C2=CC=CC=C2)C2=CC=CC=C2